ClC1=CC=C(C=C1)C=1C=C(C(N(N1)C=1C=NN(C1)C)=O)C(=O)N[C@@H](C)C1=CC(=NC=C1)Cl (S)-6-(4-chlorophenyl)-N-(1-(2-chloropyridin-4-yl)ethyl)-2-(1-methyl-1H-pyrazol-4-yl)-3-oxo-2,3-dihydropyridazine-4-carboxamide